manganese tetracarboxyporphyrin C(=O)(O)C1=C2C=CC(C(=C3C=CC(=C(C=4C=CC(=C(C5=CC=C1N5)C(=O)O)N4)C(=O)O)N3)C(=O)O)=N2.[Mn]